(4aS,8aR)-4-(6-chloropyridazin-3-yl)-6-(2,2,2-trifluoroethyl)-3,4a,5,7,8,8a-hexahydro-2H-pyrido[4,3-b][1,4]oxazine ClC1=CC=C(N=N1)N1[C@@H]2[C@H](OCC1)CCN(C2)CC(F)(F)F